N1N=CC(=C1)C1=CC=C(C=C1)NC1=NC(=NC=C1)C1=CC=C2C=C(NC2=C1)C(=O)N(C1=CC=NC=C1)C 6-(4-((4-(1H-pyrazol-4-yl)phenyl)amino)pyrimidin-2-yl)-N-methyl-N-(pyridin-4-yl)-1H-indole-2-carboxamide